C(=C)NC(=O)C1OCCC1 N-vinyltetrahydrofuran-2-formamide